benzyl ((2R,3R)-3-(2-oxabicyclo[2.2.2]octan-4-ylmethoxy)-1-hydroxybutan-2-yl)carbamate C12OCC(CC1)(CC2)CO[C@@H]([C@@H](CO)NC(OCC2=CC=CC=C2)=O)C